(1S,2R)-1-(5-chloro-2-pyrimidinyl)-N-(4-(2,6-dimethoxyphenyl)-5-(3-pyridinyl)-4H-1,2,4-triazol-3-yl)-1-methoxy-2-propanesulfonamide ClC=1C=NC(=NC1)[C@@H]([C@@H](C)S(=O)(=O)NC1=NN=C(N1C1=C(C=CC=C1OC)OC)C=1C=NC=CC1)OC